Carboxy-7-((3'-chloro-5'-fluoro-[1,1'-biphenyl]-2-yl)oxy)-1,2,3,4-tetrahydronaphthalene-2-aminium chloride [Cl-].C(=O)(O)C1C(CCC2=CC=C(C=C12)OC1=C(C=CC=C1)C1=CC(=CC(=C1)F)Cl)[NH3+]